C(C)OC1=C(C(=O)N)C=CC=C1F 2-ethoxy-3-fluorobenzamide